C(C=C)(=O)N1C=NCC1 acryloylimidazoline